C(C)OC1=CC=C(C=C1)C(=O)N1CCC(CC1)CCCC1=CC=CC=C1 (4-Ethoxyphenyl)-[4-(3-phenylpropyl)-1-piperidyl]methanon